CN1CCN(CC1)C=1C=C(C=CC1)NC1=CC=C2C(=N1)NC=C2C=2C=C1N(CCNC1=O)C2 7-(6-((3-(4-methylpiperazin-1-yl)phenyl)amino)-1H-pyrrolo[2,3-b]pyridin-3-yl)-3,4-dihydropyrrolo[1,2-a]pyrazin-1(2H)-one